3-[(2-amino-3-chloropyridin-4-yl)sulfanyl]6-chloro-5-iodopyrazin-2-amine NC1=NC=CC(=C1Cl)SC=1C(=NC(=C(N1)I)Cl)N